C(C1=CC=CC=C1)OC=1C(=NN(C1C1=NN(C(=N1)C1=NC(=CC2=C1C=NN2C)C(=O)O)C)CC)C 4-{3-[4-(benzyloxy)-1-ethyl-3-methyl-1H-pyrazol-5-yl]-1-methyl-1H-1,2,4-triazol-5-yl}-1-methyl-1H-pyrazolo[4,3-c]pyridine-6-carboxylic acid